1-(4-chloro-3-fluoro-2-(6-hydroxypyrimidin-4-yl)phenyl)-1H-1,2,3-triazole-4-carbonitrile ClC1=C(C(=C(C=C1)N1N=NC(=C1)C#N)C1=NC=NC(=C1)O)F